N-(4-(7-fluoro-2-methoxyquinolin-6-yl)-5,6,7,8-tetrahydroisoquinolin-8-yl)propanamide FC1=C(C=C2C=CC(=NC2=C1)OC)C1=CN=CC=2C(CCCC12)NC(CC)=O